3-[(5-chlorothiophene-2-carbonyl)amino]-N-{2-ethyl-3-[(3S)-3-hydroxy-2-oxopyrrolidin-1-yl]benzene-1-sulfonyl}-alanine methyl ester COC([C@@H](NS(=O)(=O)C1=C(C(=CC=C1)N1C([C@H](CC1)O)=O)CC)CNC(=O)C=1SC(=CC1)Cl)=O